NC=1C2=C(N=C(N1)Cl)N(C=C2C=2SC=C(N2)CC2=CC=CC=C2)[C@H]2[C@@H]([C@@H]([C@H](C2)CN)O)O (1R,2S,3R,5R)-3-(4-Amino-5-(4-benzylthiazol-2-yl)-2-chloro-7H-pyrrolo[2,3-d]pyrimidin-7-yl)-5-(aminomethyl)cyclopentane-1,2-diol